NC[C@H](C(=O)N)C (R)-3-amino-2-methylpropanamide